(2R,3S,4S,5S)-4-[[3-[3-(difluoromethyl)-4-fluoro-2-methoxy-phenyl]-4,5-dimethyl-5-(trifluoromethyl)tetrahydrofuran-2-carbonyl]amino]pyridine-2-carboxamide FC(C=1C(=C(C=CC1F)[C@H]1[C@@H](O[C@@]([C@H]1C)(C(F)(F)F)C)C(=O)NC1=CC(=NC=C1)C(=O)N)OC)F